4-(perfluorononenoyloxy)phthalic acid FC(C(=O)OC=1C=C(C(C(=O)O)=CC1)C(=O)O)=C(C(C(C(C(C(C(F)(F)F)(F)F)(F)F)(F)F)(F)F)(F)F)F